(S)-(5-((2-amino-2,4-dimethylpentyl)oxy)-4-methoxy-[2,4'-bipyridin]-2'-yl)carbamic acid methyl ester COC(NC1=NC=CC(=C1)C1=NC=C(C(=C1)OC)OC[C@@](CC(C)C)(C)N)=O